COC=1C=C2C(=NC=NC2=CC1OC)OCC1=CC=C(C=C1)B(O)O (4-(((6,7-dimethoxyquinazolin-4-yl)oxy)methyl)phenyl)boronic acid